ClC=1C=CC=2N(C1)C(=CN2)C2=NC(=NC=C2)NC=2C=NC(=CC2)N2CCN(CC2)C 4-(6-Chloroimidazo[1,2-a]pyridin-3-yl)-N-(6-(4-methylpiperazin-1-yl)pyridin-3-yl)pyrimidin-2-amine